2-(2-bromoethoxy)-3-methyl-benzonitrile BrCCOC1=C(C#N)C=CC=C1C